N-(5-(1-acetyl-3-iodo-1H-indazol-6-yl)-4-methylthiazol-2-yl)-2-(4-methylpiperazin-1-yl)acetamide C(C)(=O)N1N=C(C2=CC=C(C=C12)C1=C(N=C(S1)NC(CN1CCN(CC1)C)=O)C)I